benzyl ((1S,2S,5S)-2-((tert-butoxycarbonyl)amino)-5-(3-(trifluoromethyl)phenyl)-cyclohexyl)-(methyl)carbamate C(C)(C)(C)OC(=O)N[C@@H]1[C@H](C[C@H](CC1)C1=CC(=CC=C1)C(F)(F)F)N(C(OCC1=CC=CC=C1)=O)C